ClC1=CC=C(COCC(=O)O)C=C1 2-((4-chlorobenzyl)oxy)acetic acid